C(#N)C=1C=C(C=CC1F)NC(=O)N1CC=2C(=NN3C2C(CCC(C3)(O)C#C)(F)F)CC1 N-(3-Cyano-4-fluorophenyl)-8-ethynyl-11,11-difluoro-8-hydroxy-3,4,8,9,10,11-hexahydro-1H-pyrido[4',3':3,4]pyrazolo[1,5-a]azepine-2(7H)-carboxamide